O1C2=C(NCC1=O)C=CC=C2 3,4-dihydro-2H-benzo[b][1,4]oxazin-2-one